FC1=C(C=CC(=C1C)OC1=CC2=C(N(C=N2)C)C=C1)NC=1C2=C(N=CN1)C=C(C(=N2)OC2CCN(CC2)C(C=C)=O)OC 1-(4-((4-((2-fluoro-3-methyl-4-((1-methyl-1H-benzo[d]imidazol-5-yl)oxy)phenyl)amino)-7-methoxypyrido[3,2-d]pyrimidin-6-yl)oxy)piperidin-1-yl)prop-2-en-1-one